2-bromo-4-methyloxazole-5-carboxamide BrC=1OC(=C(N1)C)C(=O)N